SC=1C=C(C=CC1N)C1=CC(=C(C=C1)N)S 3,3'-dimercapto-4,4'-biphenyldiamine